Cl.O=C1C2(C=3C(=NC=CC3)N1)CNC(C2)C(=O)N 2'-oxo-1',2'-dihydrospiro[pyrrolidine-3,3'-pyrrolo[2,3-b]pyridine]-5-carboxamide hydrochloride